CN(C1=CC=C(C=C1)C(=C(C1=CC=CC=C1)C1=CC=C(C=O)C=C1)C1=CC=C(C=C1)N(C)C)C 4-(2,2-bis(4-(dimethylamino)phenyl)-1-phenyl-vinyl)benzaldehyde